CN(CCN(CCN(C)C)C)C N,N,N',N'',N''-pentaMethyldiethylenetriamine